C1(CC1)N1CCN(CC1)C1CCN(CC1)C1=C(C=C(C(=C1)OC)NC1=NC=NC(=C1)N1OCC[C@@H]1C1=C(C=CC(=C1)F)F)NC(C=C)=O N-(2-(4-(4-cyclopropylpiperazine-1-yl)piperidine-1-yl)-5-((6-((R)-3-(2,5-difluorophenyl)isoxazolidine-2-yl)pyrimidine-4-yl)amino)-4-methoxyphenyl)acrylamide